(R)-3-(3-((2,2-Dimethyl-2,3-dihydrobenzo[f][1,4]oxazepin-4(5H)-yl)methyl)-4-methylphenyl)-3-(1-ethyl-4-fluoro-1H-benzo[d][1,2,3]triazol-5-yl)propanoic acid, Hydrochloride Cl.CC1(OC2=C(CN(C1)CC=1C=C(C=CC1C)[C@@H](CC(=O)O)C1=C(C3=C(N(N=N3)CC)C=C1)F)C=CC=C2)C